3-[(Z)-[4-amino-8-(trans-4-aminocyclohexyloxy)-5,5-dimethyl-benzo[h]quinazolin-6-ylidene]amino]oxypropionitrile NC1=NC=NC=2C3=C(\C(\C(C12)(C)C)=N/OCCC#N)C=C(C=C3)O[C@@H]3CC[C@H](CC3)N